tert-butyl ((3R,5R)-1-(((3-chloropyrazin-2-yl)methyl)carbamoyl)-5-fluoropiperidin-3-yl)carbamate ClC=1C(=NC=CN1)CNC(=O)N1C[C@@H](C[C@H](C1)F)NC(OC(C)(C)C)=O